(S)-1-(5-(2-hydroxy-4-(trifluoromethyl)phenyl)pyrido[2,3-d]pyridazin-8-yl)-3-methylpyrrolidin-3-ol OC1=C(C=CC(=C1)C(F)(F)F)C1=C2C(=C(N=N1)N1C[C@](CC1)(O)C)N=CC=C2